1-Acetyl-N-((1,2,3,5,6,7-hexahydro-s-indacen-4-yl)carbamoyl)pyrrolidine-3-sulfonamide, potassium salt [K].C(C)(=O)N1CC(CC1)S(=O)(=O)NC(NC1=C2CCCC2=CC=2CCCC12)=O